palmitoyl-linoleoyl-glycerol C(CCCCCCCCCCCCCCC)(=O)C(O)(C(O)CO)C(CCCCCCC\C=C/C\C=C/CCCCC)=O